C(C)(C)(C)OC(=O)NC1=CC=C2C(N(C(C2=C1)(C)C)C(=O)OC(C)(C)C)=O tert-butyl 6-(tert-butoxycarbonylamino)-1,1-dimethyl-3-oxo-isoindoline-2-carboxylate